CC1=NN(C=C1[N+](=O)[O-])C1CCO1 3-methyl-4-nitro-1-(oxetan-4-yl)pyrazole